C(C=C)(=O)OC(CSC1=CC=C(C=C1)Br)CSC1=CC=C(C=C1)Br 1,3-bis(4-bromophenylthio)propan-2-yl acrylate